N-(2,2-difluoro-1,3-benzodioxol-5-yl)-3-[5-(3,5-dimethylisoxazol-4-yl)sulfonyl-3-(trifluoromethyl)-6,7-dihydro-4H-pyrazolo[4,3-c]pyridin-1-yl]-N-methyl-benzamide FC1(OC2=C(O1)C=CC(=C2)N(C(C2=CC(=CC=C2)N2N=C(C=1CN(CCC12)S(=O)(=O)C=1C(=NOC1C)C)C(F)(F)F)=O)C)F